NC=1N=C(SC1C(=O)C1=CC=NC=C1)N(C1=CC(=C(C=C1)F)Cl)C(C(=O)N)C (N-[4-amino-5-(pyridine-4-carbonyl)thiazol-2-yl]-3-chloro-4-fluoro-anilino)propanamide